ClC=1C=C2C=CC(=NC2=CC1)NC(=O)[C@@H]1CC[C@H](CC1)C=1OC(=NN1)CO[C@@H]1C[C@@H](C1)OC(F)(F)F trans-N-(6-chloroquinolin-2-yl)-4-(5-((cis-3-(trifluoromethoxy)cyclobutoxy)methyl)-1,3,4-oxadiazol-2-yl)cyclohexanecarboxamide